5-(methylamino)-2-[[3,9,11-trimethyl-8-[1-methyl-2-oxo-2-(1H-pyrrol-2-yl)ethyl]-1,7-dioxaspiro[5.5]undec-2-yl]methyl]-4-benzoxazolecarboxylic acid CNC1=CC=C2C(N=C(O2)CC2OC3(CCC2C)OC(C(CC3C)C)C(C(C=3NC=CC3)=O)C)=C1C(=O)O